(2s,4r)-2-((2S,4S)-4-(4-(tert-butyl)phenyl)-2-methylpiperidin-1-carbonyl)-7-oxa-5-azaspiro[3.4]octan-6-one C(C)(C)(C)C1=CC=C(C=C1)[C@@H]1C[C@@H](N(CC1)C(=O)C1CC2(C1)NC(OC2)=O)C